COC1=CC=C(C=N1)C=1C=C2C=3CCCC(C3NC2=CC1)N[C@H](C)C1=CC=CC=C1 6-(6-methoxypyridin-3-yl)-N-((R)-1-phenylethyl)-2,3,4,9-tetrahydro-1H-carbazol-1-amine